ClC=1N=C(C=2OCCNC2N1)N(CCO)CCC1=CNC2=CC=CC=C12 2-[(2-chloro-7,8-dihydro-6H-pyrimido[5,4-b][1,4]oxazin-4-yl)-[2-(1H-indol-3-yl)ethyl]amino]ethanol